Cl.BrC=1C(=C(C=CC1)C(C)C(CN)NC1CC1)F (1-(3-bromo-2-fluorophenyl)ethyl)-N1-cyclopropylethane-1,2-diamine hydrochloride